tri(ethyl acetoacetate) iron [Fe+3].C(C)CC(CC(=O)[O-])=O.C(C)CC(CC(=O)[O-])=O.C(C)CC(CC(=O)[O-])=O